ethyl 1-{5-[2'-methyl-7-(trifluoromethyl)-1H,2'H-[3,4'-biindazol]-1-yl]pyridin-2-yl}piperidine-4-carboxylate CN1N=C2C=CC=C(C2=C1)C1=NN(C2=C(C=CC=C12)C(F)(F)F)C=1C=CC(=NC1)N1CCC(CC1)C(=O)OCC